Ethyl 5-amino-2-[6-(1,1-difluoropropyl) pyridin-3-yl]-3-fluorobenzoate NC=1C=C(C(=C(C(=O)OCC)C1)C=1C=NC(=CC1)C(CC)(F)F)F